FC1(CCC2=C1N=C(N=C2C2=CC=C(C=C2)[C@@H](C)NS(=O)(=O)C)N2[C@H](CC2)C)F N-[(1R)-1-[4-[7,7-difluoro-2-[(2S)-2-methylazetidin-1-yl]-5,6-dihydrocyclopenta[d]pyrimidin-4-yl]phenyl]ethyl]methanesulfonamide